6-methyl-N-(3-(3-((4-methyl-4H-1,2,4-triazol-3-yl)methyl)oxetan-3-yl)phenyl)-2-(trifluoromethyl)pyrimidine-4-carboxamide CC1=CC(=NC(=N1)C(F)(F)F)C(=O)NC1=CC(=CC=C1)C1(COC1)CC1=NN=CN1C